C12(CC3CC(CC(C1)C3)C2)NC=2NC(/C(/N2)=C/C2=NC3=CC=CN=C3C=C2)=O (4Z)-2-(1-adamantylamino)-4-(1,5-naphthyridin-2-ylmethylene)-1H-imidazol-5-one